CN(C(OC1=C(C=C2C(=C(C(OC2=C1)=O)CC1=C(C(=CC=C1)NS(NC)(=O)=O)F)CBr)F)=O)C 4-(bromomethyl)-6-fluoro-3-(2-fluoro-3-((N-methylsulfamoyl)amino)benzyl)-2-oxo-2H-chromen-7-yl dimethylcarbamate